2-((S)-1-(2-fluoroacryloyl)-4-(7-(5-(methyl-14C)isoquinolin-4-yl)-2-(((S)-1-methylpyrrolidin-2-yl)methoxy)-5,6,7,8-tetrahydropyrido[3,4-d]pyrimidin-4-yl)piperazin-2-yl)acetonitrile FC(C(=O)N1[C@H](CN(CC1)C=1C2=C(N=C(N1)OC[C@H]1N(CCC1)C)CN(CC2)C2=CN=CC1=CC=CC(=C21)[14CH3])CC#N)=C